1-(quinolin-6-yl)-3-[4-({5-[4-(trifluoromethyl)-phenyl]-1,2,4-oxadiazol-3-yl}methyl)phenyl]urea N1=CC=CC2=CC(=CC=C12)NC(=O)NC1=CC=C(C=C1)CC1=NOC(=N1)C1=CC=C(C=C1)C(F)(F)F